7-{2-[1-(2-fluoroethyl)-1H-indazol-5-yl]-5-[p-(trifluoromethyl)phenyl]-1,3-oxazol-4-yl}-1,7-diaza-8(7H)-naphthalenone FCCN1N=CC2=CC(=CC=C12)C=1OC(=C(N1)N1C=CC=2C=CC=NC2C1=O)C1=CC=C(C=C1)C(F)(F)F